(S)-N-(1-((3-fluoro-4-(6-oxo-1,6-dihydropyridin-2-yl)phenyl)amino)-1-oxo-3,3-diphenylprop-2-yl)-1-methyl-1H-pyrazole-5-carboxamide FC=1C=C(C=CC1C=1NC(C=CC1)=O)NC([C@H](C(C1=CC=CC=C1)C1=CC=CC=C1)NC(=O)C1=CC=NN1C)=O